2-(3-aminobenzyl)-6-((4-methoxyphenyl)sulfonyl)phthalazin-1(2H)-one NC=1C=C(CN2C(C3=CC=C(C=C3C=N2)S(=O)(=O)C2=CC=C(C=C2)OC)=O)C=CC1